(3R*)-3-(1,4-dimethyl-1H-benzotriazol-5-yl)-3-(7-{[(3'R)-7'-hydroxy-3'-methyl-3'H-spiro[cyclopropane-1,2'-pyrido[2,3-f][1,4]oxazepine]-4'(5'H)-yl]methyl}-1-benzothiophen-5-yl)propane CN1N=NC2=C1C=CC(=C2C)[C@H](CC)C=2C=C(C1=C(C=CS1)C2)CN2[C@@H](C1(OC3=C(C2)N=C(C=C3)O)CC1)C |o1:11|